CN1CCN(CC1)C1=NC=C(C(=O)NC2=NC(=CC=C2[N+](=O)[O-])C2=CC=CC=C2)C=C1 6-(4-methylpiperazin-1-yl)-N-(3-nitro-6-phenylpyridin-2-yl)nicotinamide